5-anthracenyloxy-bicyclo[2.2.1]hept-2-ene C1(=CC=CC2=CC3=CC=CC=C3C=C12)OC1C2C=CC(C1)C2